ClC1=C(OC=2C=C3CCN(C(C3=CC2)=O)CC=2C=NC=CC2)C(=CC(=C1)[N+](=O)[O-])Cl 6-(2,6-dichloro-4-nitrophenoxy)-2-(pyridin-3-ylmethyl)-3,4-dihydroisoquinolin-1(2H)-one